N-(amino(2-(1,2-dihydroxypropan-2-yl)thiazol-5-yl)(oxo)-λ6-sulfaneylidene)-2-(4,6-diisopropyl-1,3-dihydroisobenzofuran-5-yl)acetamide NS(=NC(CC=1C(=C2COCC2=CC1C(C)C)C(C)C)=O)(=O)C1=CN=C(S1)C(CO)(C)O